[Mn].[Ca].[Ba].[Fe].[Ni] nickel-iron-barium-calcium-manganese